CC=1C=C(C=CC1)NC(\C=C\C(=O)O)=O N-(meta-methylphenyl)fumaric acid amide